ClC=1C(=NC2=CC=C(C=C2C1Cl)C=1C=NC(=CC1)P(=O)(C)C)C 3,4-dichloro-6-[6-(dimethylphosphoryl)pyridin-3-yl]-2-methylquinoline